COC(=O)C=1C=CC2=C(N(C(=N2)CC2=CC(=C(C=C2)Br)F)C[C@H]2OCC2)C1.FC1=CC=C(C=C1)C=1N=CN(C1C1=CC=NC=C1)CC(=O)N1CCNCC1 2-[4-(4-fluorophenyl)-5-(pyridin-4-yl)-1H-imidazol-1-yl]Acetyl-piperazine methyl-(S)-2-(4-bromo-3-fluorobenzyl)-1-(oxetan-2-ylmethyl)-1H-benzo[d]imidazole-6-carboxylate